1-cyclopropyl-6-fluoro-8-methoxy-7-[(4as,7as)-octahydro-6H-pyrrolo[3,4-b]pyridin-6-yl]-4-oxo-1,4-dihydro-3-quinolinecarboxylate C1(CC1)N1C=C(C(C2=CC(=C(C(=C12)OC)N1C[C@H]2NCCC[C@H]2C1)F)=O)C(=O)[O-]